C(C)(C)(C)OC(=O)N1CCC(=CC1)C1=CC(=NC=C1C(NC=1SC=2C(=NC=C(C2)C2=CC=NC=C2)N1)=O)C.P(=O)([O-])([O-])[O-].[Mg+2].[Ca+2] Calcium-Magnesium Phosphat tert-butyl-2'-methyl-5'-((6-(pyridin-4-yl)thiazolo[4,5-b]pyridin-2-yl)carbamoyl)-3,6-dihydro-[4,4'-bipyridine]-1(2H)-carboxylate